CC1(C[C@@H](CO1)CN1C=NC=C1C(C(=O)O)=C)C 1-(((R)-5,5-dimethyltetrahydrofuran-3-yl)methyl)-1H-imidazol-5-ylAcrylic acid